7-fluoro-2-(1-fluorocyclopropyl)sulfonyl-5-phenyl-6,7-dihydro-5H-pyrrolo[1,2-b][1,2,4]triazole FC1CC(N2N=C(N=C21)S(=O)(=O)C2(CC2)F)C2=CC=CC=C2